N-(5-((cis)-2,6-dimethylmorpholino)-4'-((3-methoxy-5-(methylsulfonyl)phenyl)amino)-[2,3'-bipyridin]-6'-yl)acetamide C[C@@H]1O[C@@H](CN(C1)C=1C=CC(=NC1)C=1C=NC(=CC1NC1=CC(=CC(=C1)S(=O)(=O)C)OC)NC(C)=O)C